1,2-di(docosahexaenoyl)-sn-glycero-3-phosphocholine C(C=CC=CC=CC=CC=CC=CCCCCCCCCC)(=O)OC[C@@H](OC(C=CC=CC=CC=CC=CC=CCCCCCCCCC)=O)COP(=O)([O-])OCC[N+](C)(C)C